IC=1C(=NC(N([C@H]2[C@H](O)[C@H](O)[C@@H](CO)O2)C1)=O)N 5-Iodocytidine